tributyltrimellitic acid C(CCC)C=1C(=C(C(=C(C1C(=O)O)C(=O)O)CCCC)C(=O)O)CCCC